benzyl 1-((1S,2R,3R,4R,5S)-2,3-dihydroxy-4-((6-(trifluoromethyl)pyridin-2-yl)amino)-6,8-dioxabicyclo[3.2.1]octan-1-yl)-10,17-dioxo-2,13-dioxa-9,16-diazahenicosan-21-oate O[C@H]1[C@@]2(CO[C@H]([C@@H]([C@H]1O)NC1=NC(=CC=C1)C(F)(F)F)O2)COCCCCCCNC(CCOCCNC(CCCC(=O)OCC2=CC=CC=C2)=O)=O